N(C(=N)N)CC1=CC=C(C=C1)NC(=O)C1=NC=C(C=N1)C=1CCN(CC1)C(N)=N 5-(1-carbamimidoyl-1,2,3,6-tetrahydro-pyridin-4-yl)-pyrimidine-2-carboxylic acid (4-guanidinomethyl-phenyl)-amide